Cl.C(C)(C)N(CC=C)CCC1=CNC2=CC=C(C=C12)OC N-isopropyl-N-(2-(5-methoxy-1H-indol-3-yl)ethyl)prop-2-en-1-amine Hydrochloride